BrCC(=O)N1CCN(CC1)S(=O)(=O)C1=C(C=CC=C1)C1=C(C=C(C=C1C)C)C 2-bromo-1-(4-((mesitylphenyl)sulfonyl)piperazin-1-yl)ethan-1-one